CC1CC2(CCN1C(=O)OC(C)(C)C)CCNCC2 tert-butyl 2-methyl-3,9-diazaspiro[5.5]undecane-3-carboxylate